6-(5-chloro-2-(((1S,2S,3R,5R)-2-hydroxy-8-oxabicyclo[3.2.1]octan-3-yl)amino)pyrimidin-4-yl)-4-fluoro-2-(2-hydroxypropan-2-yl)-1-isopropyl-1H-indole-3-carbonitrile ClC=1C(=NC(=NC1)N[C@H]1[C@@H]([C@@H]2CC[C@H](C1)O2)O)C2=CC(=C1C(=C(N(C1=C2)C(C)C)C(C)(C)O)C#N)F